C[Si](C1=CC=CC=C1)(C)C[C@]1(C2(CC(C1)C2)C(=O)C2=CC1=CC=CC=C1C=C2)C |r| (rac)-((1S,2R,4R)-2-((dimethyl(phenyl)silyl)methyl)-2-methylbicyclo[2.1.1]hexan-1-yl)(naphthalen-2-yl)methanone